The molecule is an amino trisaccharide consisting of a beta-D-mannopyranose residue and two 2-acetamido-2-deoxy-beta-D-glucopyranose residues joined in sequence by (1->4) glycosidic bonds. It is a glucosamine oligosaccharide, an amino trisaccharide and a member of acetamides. CC(=O)N[C@@H]1[C@H]([C@@H]([C@H](O[C@H]1O)CO)O[C@H]2[C@@H]([C@H]([C@@H]([C@H](O2)CO)O[C@H]3[C@H]([C@H]([C@@H]([C@H](O3)CO)O)O)O)O)NC(=O)C)O